(4aR,8aS)-6-[3-(S or R)-[4-(2,2,2-trifluoro-1-methyl-ethoxy)phenyl]azetidine-1-carbonyl]-4,4a,5,7,8,8a-hexahydropyrido[4,3-b][1,4]oxazin-3-one FC([C@@H](OC1=CC=C(C=C1)C1CN(C1)C(=O)N1C[C@@H]2[C@@H](OCC(N2)=O)CC1)C)(F)F |o1:2|